C(C)(C)(C)OC(C(=O)O)CCC=O (tert-butoxy)-5-oxopentanoic acid